CN1C=C(C=C(C1=O)C)C1=CC(=C(C=C1)C1OCCC(C1)C(=O)N)NCCOC(F)(F)F (4-(1,5-dimethyl-6-oxo-1,6-dihydropyridin-3-yl)-2-((2-(trifluoromethoxy)ethyl)amino)phenyl)tetrahydro-2H-pyran-4-carboxamide